4-(2-chloro-6-fluorobenzyl)-N-hydroxy-3-oxo-3,4-dihydro-2H-benzo[b][1,4]oxazine-6-carboxamide ClC1=C(CN2C3=C(OCC2=O)C=CC(=C3)C(=O)NO)C(=CC=C1)F